9,9',9'',9'''-(4-(4,6-diphenylpyrimidin-2-yl)-6-(6-phenylpyridin-2-yl)benzene-1,2,3,5-tetrayl)tetrakis(3-methyl-9H-carbazole) C1(=CC=CC=C1)C1=NC(=NC(=C1)C1=CC=CC=C1)C1=C(C(=C(C(=C1N1C2=CC=CC=C2C=2C=C(C=CC12)C)C1=NC(=CC=C1)C1=CC=CC=C1)N1C2=CC=CC=C2C=2C=C(C=CC12)C)N1C2=CC=CC=C2C=2C=C(C=CC12)C)N1C2=CC=CC=C2C=2C=C(C=CC12)C